(2,2,2-trifluoroethoxy)pyridine-3-carbonitrile FC(COC1=NC=CC=C1C#N)(F)F